(S)-2-methoxy-3-(triisopropylsiloxy)propanal CO[C@H](C=O)CO[Si](C(C)C)(C(C)C)C(C)C